1-((5-amino-3-chloropyridin-2-yl)imino)-1λ6-thietane 1-oxide NC=1C=C(C(=NC1)N=S1(CCC1)=O)Cl